methyl 3-bromo-5-fluoro-4-[[2-(trifluoromethyl)-4-pyridyl]oxy]benzoate BrC=1C=C(C(=O)OC)C=C(C1OC1=CC(=NC=C1)C(F)(F)F)F